CN(CC(=O)N1CC2=CC=C(C=C2CC1)CN1N=CC(=C1)C1=CC=2N(C=3N(C(C2N1)=O)C(=NN3)C)CCCCC)C 7-(1-((2-(2-(Dimethylamino)acetyl)-1,2,3,4-tetrahydroisoquinolin-6-yl)methyl)-1H-pyrazol-4-yl)-3-methyl-9-pentyl-6,9-dihydro-5H-pyrrolo[3,2-d][1,2,4]triazolo[4,3-a]pyrimidin-5-one